CC(C(=O)O)=C(CC)CC.C(CC)N(C(=O)C=1CC=NC2=C(C1)C=CC=C2)CCCNC2=NC=CC=N2 N-propyl-N-[3-(pyrimidin-2-ylamino)propyl]-3H-1-benzazepine-4-carboxamide 2-methyl-3,3-diethylacrylate